3-((tert-Butoxycarbonyl)amino)thiophene-2-carboxylic acid methyl ester COC(=O)C=1SC=CC1NC(=O)OC(C)(C)C